N2-isobutyryl-2',3'-diacetoxy-guanosine C(C(C)C)(=O)NC=1NC(C=2N=CN([C@H]3[C@](O)([C@](O)([C@@H](CO)O3)OC(C)=O)OC(C)=O)C2N1)=O